(4-nitrobenzenesulfonyloxy)-benzyl cyanide [N+](=O)([O-])C1=CC=C(C=C1)S(=O)(=O)OC(C1=CC=CC=C1)C#N